tert-butyl (R)-3-((S)-3-(6-bromobenzo[d]isoxazol-3-yl)-1-(tert-butoxy)-1-oxopropan-2-yl)pyrrolidine-1-carboxylate BrC1=CC2=C(C(=NO2)C[C@H](C(=O)OC(C)(C)C)[C@@H]2CN(CC2)C(=O)OC(C)(C)C)C=C1